tributylammonium tetra(phenyl)borate C1(=CC=CC=C1)[B-](C1=CC=CC=C1)(C1=CC=CC=C1)C1=CC=CC=C1.C(CCC)[NH+](CCCC)CCCC